Sodium 4-amino-1-naphthalenesulfonate tetrahydrate O.O.O.O.NC1=CC=C(C2=CC=CC=C12)S(=O)(=O)[O-].[Na+]